2,4-difluoro-3-[5-(1-[[2-(trimethylsilyl)ethoxy]methyl]imidazol-2-yl)imidazo[1,5-b]pyridazin-2-yl]aniline FC1=C(N)C=CC(=C1C=1C=CC=2N(N1)C=NC2C=2N(C=CN2)COCC[Si](C)(C)C)F